6-bromo-1-(ethylsulfonyl)-5-(2-fluorophenoxy)-1H-indole BrC1=C(C=C2C=CN(C2=C1)S(=O)(=O)CC)OC1=C(C=CC=C1)F